FC1=C(C=C(C(=C1)C(CO)(C)C)O)CC1=NC2=C(N1)C=CC(=C2)C(=O)NCC2(CC2)C(F)(F)F 2-[[2-Fluoro-5-hydroxy-4-(2-hydroxy-1,1-dimethyl-ethyl)phenyl]methyl]-N-[[1-(trifluoromethyl)cyclopropyl]methyl]-1H-benzimidazole-5-carboxamide